1-(5-chloro-7-methyl-1H-pyrrolo[2,3-c]pyridin-3-yl)-2,2,2-trichloroethanone ClC=1C=C2C(=C(N1)C)NC=C2C(C(Cl)(Cl)Cl)=O